P(OS(=O)(=O)C1=CC=C(C=C1)NC(C)=O)([O-])(=O)N ((4-acetamidophenyl) sulfonyl) phosphoramidate